BrC=1C(=CC(=C(C(=O)O)C1)O)Cl 5-Bromo-4-chloro-2-hydroxybenzoic acid